(1R,3S)-3-{5-[2-(2-formyl-3-hydroxyphenoxy)acetamido]-2H-pyrazol-3-yl}cyclopentyl N-isopropylcarbamate C(C)(C)NC(O[C@H]1C[C@H](CC1)C=1NN=C(C1)NC(COC1=C(C(=CC=C1)O)C=O)=O)=O